ClC=1C(=C(C2=C(N(CCO2)CCC2=CC(=CC(=C2)F)F)C1)C(=O)O)OC 6-chloro-4-[2-(3,5-difluorophenyl)ethyl]-7-methoxy-3,4-dihydro-2H-1,4-benzoxazine-8-carboxylic acid